OC[C@H]1CC[C@H]2N1CCN(C2)C(C)=O 1-((6R,8aR)-6-(hydroxymethyl)hexahydropyrrolo[1,2-a]pyrazin-2(1H)-yl)ethan-1-one